6-(2-(4'-chloro-[1,1'-biphenyl]-3-yl)-2-hydroxyacetyl)-2-(1-phenylcyclopropyl)-3,5,6,7,8,9-hexahydro-4H-pyrimido[5,4-c]azepin-4-one ClC1=CC=C(C=C1)C1=CC(=CC=C1)C(C(=O)N1CC2=C(CCC1)N=C(NC2=O)C2(CC2)C2=CC=CC=C2)O